ClC1=CC=C(CNC(=O)NC2=CC=C(C=C2)CN(C2C(NCC2)=O)C)C=C1 1-(4-chlorobenzyl)-3-(4-((methyl-(2-oxopyrrolidin-3-yl)amino)methyl)phenyl)urea